4-((tert-butyl dimethyl silyl)oxy)cyclohexyl p-toluenesulfonate CC1=CC=C(C=C1)S(=O)(=O)OC1CCC(CC1)O[Si](C)(C)C(C)(C)C